3,5-difluoro-4-[2-[4-(trifluoromethyl)phenyl]cyclopropyl]pyridine FC=1C=NC=C(C1C1C(C1)C1=CC=C(C=C1)C(F)(F)F)F